C(C)OC(C(C)(C)O)=O 2-Hydroxyisobutyric acid ethyl ester